FC1=CC=C(C=C1)[C@H](C)C1(NC(=CC(=N1)NC1=NC=CN=C1)N1CCC2(OCCO2)CC1)N 2-[(S)-1-(4-fluorophenyl)ethyl]-N4-(pyrazin-2-yl)-6-(1,4-dioxa-8-azaspiro[4.5]decan-8-yl)pyrimidine-2,4-diamine